NCCCN1CCN(CC1)C1=C2C(N(C(C2=CC=C1)=O)C1C(NC(CC1)=O)=O)=O.FC(C=O)(F)F 2,2,2-trifluoroacetaldehyde compound with 4-(4-(3-aminopropyl)piperazin-1-yl)-2-(2,6-dioxopiperidin-3-yl)isoindoline-1,3-dione